1-METHYLINDAZOLE-6-BORONIC ACID CN1N=CC2=CC=C(C=C12)B(O)O